(1-methyl-1H-indol-3-yl)methanone CN1C=C(C2=CC=CC=C12)C=O